tert-butyl (3R)-3-{[5-(2-fluoroethoxy)-1-trityl-1H-indazol-3-yl]carbamoyl}piperidine-1-carboxylate FCCOC=1C=C2C(=NN(C2=CC1)C(C1=CC=CC=C1)(C1=CC=CC=C1)C1=CC=CC=C1)NC(=O)[C@H]1CN(CCC1)C(=O)OC(C)(C)C